N(=[N+]=[N-])\C(\C(=O)OCC)=C/C=1N=C(SC1)C ethyl (Z)-2-azido-3-(2-methylthiazol-4-yl)acrylate